NC1=NC2=NC=NC=C2C1 7-deaza-8-aminopurine